BrC1=NNC(=N1)CO 3-bromo-1H-1,2,4-triazol-5-yl-methanol